1-OctaneSulfonate C(CCCCCCC)S(=O)(=O)[O-]